3-(7-CHLORO-3-OXO-2H-BENZO[B][1,4]THIAZIN-4(3H)-YL)-N-(5-(PYRIDIN-2-YL)-4H-1,2,4-TRIAZOL-3-YL)PROPANAMIDE ClC=1C=CC2=C(SCC(N2CCC(=O)NC2=NN=C(N2)C2=NC=CC=C2)=O)C1